CN1N=CC(=C1)C=1C=C(C=2N(C1)N=CC2C#N)C=2C=NC(=CC2)N2CCOCC2 6-(1-methyl-1H-pyrazol-4-yl)-4-(6-morpholinopyridin-3-yl)pyrazolo[1,5-a]pyridine-3-carbonitrile